9-(4-chloro-2-fluoro-phenyl)-7-[2-(1-cyclopropylpyrazol-4-yl)morpholin-4-yl]-2,3-dimethyl-pyrimido[1,2-b]pyridazin-4-one ClC1=CC(=C(C=C1)C=1C=2N(N=C(C1)N1CC(OCC1)C=1C=NN(C1)C1CC1)C(C(=C(N2)C)C)=O)F